NC1=NC=C(C2=C1C(=NN2C(C)C)C2=CC(=C(C=C2F)NS(=O)(=O)C2=C(C=CC(=C2)C)F)F)C2CCC(CC2)=O N-{4-[4-Amino-1-isopropyl-7-(4-oxo-cyclohexyl)-1H-pyrazolo[4,3-c]pyridin-3-yl]-2,5-difluoro-phenyl}-2-fluoro-5-methyl-benzenesulfonamide